nitrogen ammonium acetate salt C(C)(=O)[O-].[NH4+].[N]